(R)-5-((((1-((6-Morpholinopyridin-3-yl)sulfonyl)piperidin-3-yl)methyl)amino)methyl)pyridin-2-ol O1CCN(CC1)C1=CC=C(C=N1)S(=O)(=O)N1C[C@H](CCC1)CNCC=1C=CC(=NC1)O